BrC=1C=CC(=NC1)N[C@@H]1C[C@@H]2CN([C@H]1CC2)C(=O)C2=C(C=CC=C2C2=NC=CC=N2)F ((1S,4R,6R)-6-((5-bromopyridin-2-yl)amino)-2-azabicyclo[2.2.2]oct-2-yl)(2-fluoro-6-(pyrimidin-2-yl)phenyl)methanone